1-allyl-3-(3-sulfopropyl)imidazolium bisulfate S([O-])(O)(=O)=O.C(C=C)N1C=[N+](C=C1)CCCS(=O)(=O)O